2-heptadecenylimidazoline C(=CCCCCCCCCCCCCCCC)C=1NCCN1